4-(3-((R)-3-aminopiperidine-1-carbonyl)-1-(2-fluoro-4-((R)-3-fluoropyrrolidine-1-yl)phenyl)-1H-pyrazole-5-yl)-2-fluorobenzonitrile N[C@H]1CN(CCC1)C(=O)C1=NN(C(=C1)C1=CC(=C(C#N)C=C1)F)C1=C(C=C(C=C1)N1C[C@@H](CC1)F)F